N1N(C=C2N1C=NC(=C2)N)N Triazolo[1,5-c]Pyrimidine-2,5-diamine